tert-butyl (S)-4-(4-(1-acetyl-2-methyl-1,2,3,4-tetrahydroquinolin-6-yl)-1H-pyrazol-1-yl)piperidine-1-carboxylate C(C)(=O)N1[C@H](CCC2=CC(=CC=C12)C=1C=NN(C1)C1CCN(CC1)C(=O)OC(C)(C)C)C